CP(=O)(C)C=CC(=O)O 3-(dimethylphosphoryl)acrylic acid